(S)-3-chloro-4-methyl-6a,7,9,10-tetrahydropyrazino[1,2-d]pyrido[3,2-b][1,4]oxazin ClC1=C(C=2OC[C@H]3N(C2N=C1)CCNC3)C